methyl 3-chloro-2-fluoro-6-((4-fluoro-2-meth-ylphenyl)-amino)benzoate ClC=1C(=C(C(=O)OC)C(=CC1)NC1=C(C=C(C=C1)F)C)F